(E)-5-bromo-1-benzenesulfonyl-2-styryl-1H-benzimidazole BrC1=CC2=C(N(C(=N2)\C=C\C2=CC=CC=C2)S(=O)(=O)C2=CC=CC=C2)C=C1